[I-].C(=C)CN(C)C vinyltrimethylamine iodide